4-(2-(7,9,9-trimethyl-9,10-dihydroacridin-3-yl)ethyl)morpholine CC1=CC=C2NC=3C=C(C=CC3C(C2=C1)(C)C)CCN1CCOCC1